N-(5-fluoro-2-nitro-phenyl)pyrimidin-4-amine FC=1C=CC(=C(C1)NC1=NC=NC=C1)[N+](=O)[O-]